Allyl 3-O-methoxybenzyl-α-D-fucopyranoside COO[C@@H]1[C@H]([C@@](OCC=C)(O[C@@H]([C@@H]1O)C)CC1=CC=CC=C1)O